CN([C@H]1C(CCCC1)N)C (R)-(-)-N,N-dimethyl-1,2-cyclohexanediamine